C(C)(C)(C)OC(=O)N1CCN(CC1)C1=CC=C(C=C1)B(O)O 4-(4-(t-butoxycarbonyl)piperazin-1-yl)phenylboronic acid